CC=1C=C(C=C(C1)C)C1=C2C=C(C(C2=C(C=2CCCC12)C1=CC(=CC(=C1)C)C)[Si](C)(C)C1C(=CC2=C(C(=C(C=C12)C(C)(C)C)OC)C1=CC(=CC(=C1)C)C)CC)C [4,8-bis(3,5-dimethylphenyl)-2-methyl-1,5,6,7-tetrahydro-s-indacen-1-yl][6-tert-butyl-4-(3,5-dimethylphenyl)-5-methoxy-2-ethyl-1H-inden-1-yl]dimethylsilane